[C@H]12N(C[C@H](NC1)C2)CCO\N=C/2\C(\NC1=CC=CC=C21)=C/2\C(NC1=CC=C(C=C21)Cl)=O (2Z,3E)-3-((2-((1R,4R)-2,5-diazabicyclo[2.2.1]heptane-2-yl)ethoxy)imino)-5'-chloro-[2,3'-biindolinylidene]-2'-on